CC1N(CC(C(C1)=O)C)C(=O)OCC1=CC=CC=C1 benzyl 2,5-dimethyl-4-oxo-piperidine-1-carboxylate